N1C=CC2=CC(=CC=C12)OCC(CNCC=CC1=C(C=CC=C1)OC)O ((1H-indol-5-yl)oxy)-3-((3-(2-methoxyphenyl)allyl)amino)propan-2-ol